CCC(C(CC)C1N(CCC1)C(=O)[O-])C1N(CCC1)C(=O)[O-] hexane-3,4-diylbis(pyrrolidine-1-carboxylate)